COC1=CC=C2C=C(N(C2=C1)C)C(=O)N1[C@@H](CN(CC1)C(=O)OC(C)(C)C)C (R)-tert-Butyl 4-(6-methoxy-1-methyl-1H-indole-2-carbonyl)-3-methylpiperazine-1-carboxylate